4-(3-(1-(cyclopropanecarbonyl)-4-oxido-1,4-azaphosphinan-4-yl)-4-fluorobenzyl)phthalazin-1(2H)-one C1(CC1)C(=O)N1CCP(CC1)(=O)C=1C=C(CC2=NNC(C3=CC=CC=C23)=O)C=CC1F